NC=1C=C2C(=C(C=NC2=CC1OCC)C#N)NC1=CC(=C(C=C1)OCC=1C=NC(=CC1)C1CCOCC1)Cl 6-amino-4-((3-chloro-4-((6-(tetrahydro-2H-pyran-4-yl)pyridin-3-yl)methoxy)phenyl)amino)-7-ethoxyquinoline-3-carbonitrile